BrC1=CC=C(C2=C1OC(O2)(F)F)N 7-bromo-2,2-difluorobenzo[d][1,3]dioxol-4-amine